FCC1C(OCC1)=O 3-(fluoromethyl)dihydrofuran-2(3H)-one